p-t-Butyl-dichloroacetophenone C(C)(C)(C)C1=CC=C(C=C1)C(C(Cl)Cl)=O